4-cyclopentyl-N-{2-fluoro-6-[4-(propan-2-yl)piperazin-1-yl]phenyl}-4-methylpiperidine-1-carboxamide C1(CCCC1)C1(CCN(CC1)C(=O)NC1=C(C=CC=C1N1CCN(CC1)C(C)C)F)C